ethyl (4-aminophenylsulfonyl)methyl(methyl)phosphinate NC1=CC=C(C=C1)S(=O)(=O)CP(OCC)(=O)C